C(C)(C)(C)OC(=O)N1CC2(C1)CN(C2)C2=CC(=C1C=C(N=NC1=C2)C2=C(C=CC=C2)OCOC)C=C 6-{5-vinyl-3-[2-(methoxymethoxy)phenyl]cinnolin-7-yl}-2,6-diazaspiro[3.3]heptane-2-carboxylic acid tert-butyl ester